FC(CCOC1=NC=C(C=N1)[N+](=O)[O-])F 2-(3,3-Difluoropropoxy)-5-nitropyrimidine